C(#N)C=1C(=NC(=NC1)N[C@H]1C[C@H](CCC1)N1C=NC=2C1=NC=C(C2)C#N)[Sn](C)(C)C 3-((1S,3R)-3-((5-cyano-4-(trimethylstannyl)pyrimidin-2-yl)amino)cyclohexyl)-3H-imidazo[4,5-b]pyridine-6-carbonitrile